FC1=C(C=CC(=C1)F)[C@H](C)NC([C@@H](C)N1C(NC2=CC=C(C=C2C1=O)F)=O)=O |o1:12| (2R*)-N-[(1S)-1-(2,4-Difluorophenyl)ethyl]-2-(6-fluoro-2,4-dioxo-1H-quinazolin-3-yl)propanamide